3-(3-(1-(2-(5-((4-(dimethylphosphoryl)-6-fluoro-1H-indol-5-yl)oxy)-2-fluorophenyl)-1H-imidazol-5-yl)-3,3-difluorocyclobutyl)-5-fluorophenyl)propanoic acid CP(=O)(C)C1=C2C=CNC2=CC(=C1OC=1C=CC(=C(C1)C=1NC(=CN1)C1(CC(C1)(F)F)C=1C=C(C=C(C1)F)CCC(=O)O)F)F